BrC1=NN(C(=C1)C)CC1CC(C1)C(F)(F)F 3-bromo-5-methyl-1-[[3-(trifluoromethyl)cyclobutyl]methyl]pyrazole